CC1=CC=CC(=N1)C(C)=O 1-(6-Methylpyridin-2-yl)ethan-1-one